5-bromanyl-8-chloranyl-isoquinoline BrC1=C2C=CN=CC2=C(C=C1)Cl